FC=1C=C(C=CC1N1C[C@@H](CC1)OC)C1=CC(C(=CN1C1=CC2=C(N=C(S2)N2CC(C2)OC)C=C1)C(=O)O)=O (R)-6-(3-fluoro-4-(3-methoxypyrrolidin-1-yl)phenyl)-1-(2-(3-methoxyazetidin-1-yl)benzo[d]thiazol-6-yl)-4-oxo-1,4-dihydropyridin-3-carboxylic acid